BrC=1C(=NC=C(C1)F)C(=O)NC(C)(C)C 3-bromo-N-(tert-butyl)-5-fluoropyridine-carboxamide